N-methyl-5-{[(2S,3R)-2-methylazetidin-3-yl]oxy}pyridine-2-carboxamide HCl salt Cl.CNC(=O)C1=NC=C(C=C1)O[C@H]1[C@@H](NC1)C